(S)-pentacosan-9,10-diene-5-d CCCC[C@@H](CCCC=C=CCCCCCCCCCCCCCC)[2H]